3-(isopropylsulfonylmethyl)azetidine-1-carboxylic acid tert-butyl ester C(C)(C)(C)OC(=O)N1CC(C1)CS(=O)(=O)C(C)C